COC1=NC(=CC(=C1C(=O)N)C1=CC=NC=C1)C methoxy-6-methyl-[4,4'-bipyridine]-3-carboxamide